1-(DIFLUOROMETHOXY)NAPHTHALENE-3-BORONIC ACID FC(OC1=CC(=CC2=CC=CC=C12)B(O)O)F